N1N=CC2=CC=C(C=C12)C=1OC2=C(C=C(C=C2C(C1C)=O)C)C(C)NC1=C(C(=O)O)C=CC=C1 2-[1-[2-(1H-Indazol-6-yl)-3,6-dimethyl-4-oxo-chromen-8-yl]ethylamino]benzoic acid